N(=O)[O-].[Fe+2].N(=O)[O-] iron(II) nitrite